{6-[7-(3-methylamino-azetidin-1-yl)-imidazo[1,2-a]pyridine-3-yl]-pyrimidin-4-yl}-[4-(1-methyl-1H-pyrazol-4-yl)-benzyl]-amine CNC1CN(C1)C1=CC=2N(C=C1)C(=CN2)C2=CC(=NC=N2)NCC2=CC=C(C=C2)C=2C=NN(C2)C